bis-(trifluoromethyl)benzidine FC(F)(F)NC1=CC=C(C2=CC=C(NC(F)(F)F)C=C2)C=C1